methyl (R)-4-(3-aminopropyl)-1-(3-(4'-(4-(3-(3,5-diamino-6-chloropyrazine-2-carbonyl)guanidino)butyl)-[1,1'-biphenyl]-4-yl)propanoyl)piperazine-2-carboxylate NCCCN1C[C@@H](N(CC1)C(CCC1=CC=C(C=C1)C1=CC=C(C=C1)CCCCNC(=N)NC(=O)C1=NC(=C(N=C1N)N)Cl)=O)C(=O)OC